ClC1=C(C=CC(=C1)C\C=C\OC)OCC (E)-2-chloro-1-ethoxy-4-(3-methoxyallyl)benzene